[Na].C1CCCCC1 cyclohexane sodium